BrC=1C=C(C=C(C1)F)[C@H](CCC=C)N (S)-1-(3-bromo-5-fluorophenyl)pent-4-en-1-amine